tridecyl-4,4'-isopropylidenediphenyl diphosphite O1P(OC2=C(C=C(C=C2)C(C)(C)C2=CC=C1C=C2)CCCCCCCCCCCCC)OP([O-])[O-]